2-(5-bromo-7-chlorobenzofuran-2-yl)ethylamine BrC=1C=C(C2=C(C=C(O2)CCN)C1)Cl